OCC1=C(C=NN1C)C1=CC=C(C(=N1)C)O[C@@H]1C[C@H](CCC1)C(=O)OC(C)C (1S,3S)-Isopropyl 3-((6-(5-(hydroxymethyl)-1-methyl-1H-pyrazol-4-yl)-2-methylpyridin-3-yl)oxy)cyclohexanecarboxylate